O=C1N[C@H]2[C@@H](OC1)CCN(C2)C(=O)N2CCC(CC2)[C@H](C=2C=C(C=CC2)/C=C/CNC(OC(C)(C)C)=O)C2=CC=CC=C2 |&1:19| tert-Butyl N-[(E)-3-[3-[(SR)-[1-[(4aR,8aS)-3-oxo-4,4a,5,7,8,8a-hexahydropyrido[4,3-b][1,4]oxazine-6-carbonyl]-4-piperidyl]-phenyl-methyl]phenyl]allyl]carbamate